O=C1NC=CC2=C(C=CC=C12)N1N=CC(=C1C(F)(F)F)C(=O)NC1=CC(=NC=C1)C(F)(F)F (1-oxo-1,2-dihydroisoquinolin-5-yl)-5-(trifluoromethyl)-N-[2-(trifluoromethyl)pyridin-4-yl]-1H-pyrazole-4-carboxamide